FC1=C(C(=CC=C1)F)C1=NC2=C(C3=C(N1)C=CC(=C3)N3C[C@@H](OCC3)C)NN=C2C (S)-4-(5-(2,6-difluorophenyl)-3-methyl-1,6-dihydrobenzo[d]pyrazolo[3,4-f][1,3]diazepin-9-yl)-2-methylmorpholine